FC1=C(C=CC=C1)C 4-fluoro-3-methylbenzene